BrC1=CN=C2C(N(C(=NN21)C=2C=NN(C2)CCC(F)(F)F)C(C)C)=O 7-bromo-3-isopropyl-2-(1-(3,3,3-trifluoropropyl)-1H-pyrazol-4-yl)imidazo[2,1-f][1,2,4]triazin-4(3H)-one